COC1=CC(C(C=C1)=O)=O p-methoxybenzenedione